CN1CCC(CC1)NC=1N=NC(=C2C1C=NC=C2)C2=C(C=C(C=C2)C(F)(F)F)O 2-{4-[(1-methylpiperidin-4-yl)amino]pyrido[3,4-d]pyridazin-1-yl}-5-(trifluoromethyl)phenol